[N+](=[N-])=CC(CC[C@@H](C(=O)OC(C)C)NC(=O)OC(C)OC(C(C)(C)C)=O)=O isopropyl (2S)-6-diazo-5-oxo-2-(((1-(pivaloyloxy)ethoxy)carbonyl)amino)hexanoate